O1CCC2=C1C=CC=C2C2(CCC(CC2)N)N 1-(2,3-Dihydrobenzofuran-4-yl)cyclohexane-1,4-diamine